(2S)-2-amino-5-(3,5-dimethylphenyl)-N-phenyl-pentanamide N[C@H](C(=O)NC1=CC=CC=C1)CCCC1=CC(=CC(=C1)C)C